Pyrrolo[1,2-b]Pyridazine-3-carbonitrile trifluoroacetate salt FC(C(=O)O)(F)F.N=1N2C(C=C(C1)C#N)=CC=C2